N-(4-(4-(2-(4,4-difluoropiperidin-1-yl)-6-hydroxypyrimidin-4-yl)-1H-1,2,3-triazol-1-yl)-3-(6-azaspiro[2.5]octan-6-yl)phenyl)-2-hydroxyethane-1-sulfonamide FC1(CCN(CC1)C1=NC(=CC(=N1)C=1N=NN(C1)C1=C(C=C(C=C1)NS(=O)(=O)CCO)N1CCC2(CC2)CC1)O)F